OC1=C(C=CC=C1)C=1SC=2C(N1)=C(C=CC2)O 2-(2-hydroxyphenyl)benzothiazolyl alcohol